(S)-2-((4-(5-(Chloromethyl)furan-2-carbonyl)piperazin-1-yl)methyl)-1-(oxetan-2-ylmethyl)-1H-benzo[d]imidazole-6-carboxylic acid ClCC1=CC=C(O1)C(=O)N1CCN(CC1)CC1=NC2=C(N1C[C@H]1OCC1)C=C(C=C2)C(=O)O